CNCC1=NC=C(C=C1)N1CCNCC1 methyl-({[5-(piperazin-1-yl)pyridin-2-yl]methyl})amine